5-benzyl-N-(4-(3-(2-hydroxyethoxy)-2-methylphenyl)pyridin-2-yl)-4H-1,2,4-triazole-3-carboxamide C(C1=CC=CC=C1)C=1NC(=NN1)C(=O)NC1=NC=CC(=C1)C1=C(C(=CC=C1)OCCO)C